FC1(CCC(CC1)C1=C(C(=O)NC2=NC=C(N=C2)OC(C)C)C(=CC=N1)C1=C(C=CC(=C1)F)F)F 2-(4,4-difluorocyclohexyl)-4-(2,5-difluorophenyl)-N-(5-isopropoxypyrazin-2-yl)nicotinamide